2,5-di-tertiary butylhydroquinone C(C)(C)(C)C1=C(O)C=C(C(=C1)O)C(C)(C)C